C(C)(=O)C1=CN(C2=CC=CC=C12)CC(=O)N(C(C)C)CC(=O)NCC1=C(C(=CC=C1)Cl)F 2-(3-acetyl-1H-indol-1-yl)-N-(2-((3-chloro-2-fluorophenylmethyl)amino)-2-oxoethyl)-N-isopropylacetamide